7-bromo-5-(bromomethyl)thieno[3,2-b]pyridine-3-carboxylic acid tert-butyl ester C(C)(C)(C)OC(=O)C1=CSC=2C1=NC(=CC2Br)CBr